2-(4-(((4-phenoxyphenyl)amino)methyl)phenyl)-1H-benzimidazole-4-carboxamide O(C1=CC=CC=C1)C1=CC=C(C=C1)NCC1=CC=C(C=C1)C1=NC2=C(N1)C=CC=C2C(=O)N